C1(CC1)C(C)C1=C(C(=CC=C1)C(C)S(=O)(=O)C)O 2-(1-cyclopropylethyl)-6-(1-(methylsulfonyl)ethyl)phenol